N,N-bis(2-hydroxyethyl)ethylenediamine C(CN(CCO)CCO)N